ClC1=CC(=NC=C1C(=O)OC(C)C)Cl isopropyl 4,6-dichloronicotinate